NC=1C(=C(C(=O)OC)C=CC1C(C(OC)OC)SC)C methyl 3-amino-4-[2,2-dimethoxy-1-(methylthio) ethyl]-2-methylbenzoate